FC1=CC=C(C=C1)C=1C(=NC2=CC(=CC(=C2C1)C(C)NC1=C(C(=O)O)C=CC=C1)C)C=1SC=CN1 2-((1-(3-(4-fluorophenyl)-7-methyl-2-(thiazol-2-yl)quinolin-5-yl)ethyl)amino)benzoic acid